2-(2-(4-chlorobenzyloxy)naphthalen-1-yl)-1-(4-methylpiperazin-1-yl)ethanone ClC1=CC=C(COC2=C(C3=CC=CC=C3C=C2)CC(=O)N2CCN(CC2)C)C=C1